tert-butyl 2-{[3-(cyanomethyl)-4-(1-methylpiperidin-4-yl)phenyl]amino}-5H,6H,7H,8H-pyrido[3,4-d]pyrimidine-7-carboxylate C(#N)CC=1C=C(C=CC1C1CCN(CC1)C)NC=1N=CC2=C(N1)CN(CC2)C(=O)OC(C)(C)C